4-(1-hydroxyethyl)-1-methoxyphenol OC(C)C1=CCC(C=C1)(O)OC